6-morpholino-3-(trifluoromethyl)pyridin O1CCN(CC1)C1=CC=C(C=N1)C(F)(F)F